COC1=CC=C(CN2CC(CC2=O)(C(=O)NNC(=O)C=2C(=NN(C2)C)NC2=CC=C(C=C2)C(F)(F)F)C=C)C=C1 N'-(1-(4-methoxybenzyl)-5-oxo-3-vinylpyrrolidine-3-carbonyl)-1-methyl-3-((4-(trifluoromethyl)phenyl)amino)-1H-pyrazole-4-carbohydrazide